4-(4-((2-((N-ethylsulfamoyl)amino)pyridin-4-yl)methyl)piperazin-1-yl)-3-fluoro-N-methylbenzamide C(C)NS(=O)(=O)NC1=NC=CC(=C1)CN1CCN(CC1)C1=C(C=C(C(=O)NC)C=C1)F